3,7-dibromodibenzothiophene 5,5-dioxide BrC=1C=CC2=C(S(C3=C2C=CC(=C3)Br)(=O)=O)C1